COC=1C=C(C=CC1OC)C1=C(C=CC=C1)C1=CC(=C(C=C1)OC)OC (3,4-Dimethoxyphenyl)-3',4'-dimethoxy-[1,1'-biphenyl]